CON(C(=O)C1N(C(OC1)(C)C)C(=O)[O-])C 4-(methoxy(methyl)carbamoyl)-2,2-dimethyloxazolidine-3-carboxylate